NCCC1(CCC1)O 1-(2-aminoethyl)cyclobutan-1-ol